CC(C=O)CCCC(CC)C 2,6-Dimethyloctanal